[Fe].C(C=1C(O)=CC=CC1)(=O)NO salicylhydroxamic acid iron